NC[C@@]1(OC2=C([C@@H]1C)C(=C(C(=C2)F)Cl)C2=C(C(=O)N)C=CC(=C2F)OC(F)F)C2=CC=CC=C2 2-((2S,3S,4S)-2-(Aminomethyl)-5-chloro-6-fluoro-3-methyl-2-phenyl-2,3-dihydrobenzofuran-4-yl)-4-(difluoromethoxy)-3-fluorobenzamide